C(C)N1CN(C(=C1C1=CC=C(C=C1)F)C1=CC=C(C=C1)F)CC 1,3-diethyl-4,5-bis(4-fluorophenyl)imidazole